C(CCCCCCCCCCCCCCCCC)(=O)OC[C@H](COC(CCN(C)C)=O)OC(CCCCCCCCCCCCCCCCC)=O (R)-3-((3-(dimethylamino)propionyl)oxy)propane-1,2-diol distearate